ClC1=NC=C(C=C1C(=O)NC1=CC(=CC=C1)S(=O)(=O)C)[N+](=O)[O-] 2-chloro-N-(3-methylsulfonylphenyl)-5-nitro-pyridine-3-carboxamide